C(=CCCCCC)S(=O)(=O)[O-] heptenesulfonate